perfluoro-hexylsulfonate FC(C(C(C(C(C(F)(F)F)(F)F)(F)F)(F)F)(F)F)(S(=O)(=O)[O-])F